NC=1OC=2C(=CC1)C(C=C(C2)C(C)C)=O 2-amino-7-isopropyl-5-oxo-5H-1-benzopyran